BrC1N(C=C(C=C1)F)C 2-bromo-5-fluoro-1-methylpyridin